lithium tetrafluoro(malonic acid) phosphate P(=O)([O-])([O-])[O-].FOC(C(C(=O)OF)(F)F)=O.[Li+].[Li+].[Li+]